N-n-butyl-fumaric acid amide C(CCC)NC(\C=C\C(=O)O)=O